CC(=O)N[C@@H]1[C@H]([C@H]([C@H](O[C@H]1O)COS(=O)(=O)[O-])O)O[C@H]2[C@@H]([C@H]([C@@H]([C@@H](O2)C(=O)[O-])O)O)O The molecule is anionic form of dermatan 6'-sulfate arising from deprotonation of the carboxylic acid and sulfate groups of the repeating units; major species at pH 7.3. It is a conjugate base of a dermatan 6'-sulfate.